FC=1C=C(CC[C@@H]2O[C@@H](C(C([C@@]2(C(=O)OC)C)=O)=C)C)C=CC1 |r| (±)-methyl (2S,3R,6R)-2-(3-fluorophenethyl)-3,6-dimethyl-5-methylene-4-oxotetrahydro-2H-pyran-3-carboxylate